diphenyliodonium bisulfate salt S([O-])(O)(=O)=O.C1(=CC=CC=C1)[I+]C1=CC=CC=C1